OC=1N=C2N(C(C1)=O)N=C(S2)N2C[C@@H](N([C@@H](C2)C)C(=O)OC(C)(C)C)C tert-butyl (2S,6R)-4-(7-hydroxy-5-oxo-[1,3,4]thiadiazolo[3,2-a]pyrimidin-2-yl)-2,6-dimethylpiperazine-1-carboxylate